C1N=CC=C2N=C3C=CC=CC3=C21 1H-pyrido[4,3-b]indole